C1(=CC=CC=C1)P(C1=C(C2=CC=CC=C2C=C1)C1=C(C=CC2=CC=CC=C12)P(C1=CC=CC=C1)C1=CC=CC=C1)C1=CC=CC=C1 [1-(2-diphenylphosphanyl-1-naphthyl)-2-naphthyl]-diphenyl-phosphane